trans-Sorbic acid C(\C=C\C=C\C)(=O)O